COC=1C(=NC=CC1)C(C)=O 1-(3-methoxypyridin-2-yl)ethanone